FC1=C(N)C(=CC(=C1)C#C)F 2,6-difluoro-4-ethynylaniline